C1(=CC=CC=C1)[Si](C1=CC=CC=C1)(C1=CC=CC=C1)C1=C(C=CC=C1)C1=CC=CC=C1 triphenylsilylbiphenyl